CN(C1=CC(=C(C=C1O)CCCCCC(C)=O)C1=CC=C(C=C1)O)C (-)-6-dimethylamino-4,4-biphenol-3-heptanone